ClC=1C=CC(=C(C1)C1=CC(=C(N=N1)OC1COCC1)NC1=CC(=NC=C1)NC(CCN1CCN(CC1)C)=O)F N-(4-{[6-(5-chloro-2-fluorophenyl)-3-(oxolan-3-yloxy)pyridazin-4-yl]amino}pyridin-2-yl)-3-(4-methylpiperazin-1-yl)propan-amide